2-(4-(2-methoxyphenoxy)phenyl)-7-(piperidin-4-yl)-1H-imidazo[1,2-b]pyrazole-3-carboxamide COC1=C(OC2=CC=C(C=C2)C=2NC=3N(N=CC3C3CCNCC3)C2C(=O)N)C=CC=C1